pyridinecarboxaldehyde palladium [Pd].N1=C(C=CC=C1)C=O